Carbonic acid carbonate C(O)(O)=O.C(O)(O)=O